ClC=1C=C(C=CC1)C1CC(OCC1)=O 4-(3-chlorophenyl)-oxan-2-one